CNC(C1=CC=NC=C1)=O N-methyl-isonicotinamide